methyl 3-((3-bromo-4-fluorophenyl) (2-isopropylphenyl) amino)-3-oxopropanoate BrC=1C=C(C=CC1F)N(C(CC(=O)OC)=O)C1=C(C=CC=C1)C(C)C